C(C)(C)(C)OC(=O)N1C2CN(CC1CC2)C=2OC1=C(N2)C=C(C=C1C=1SC=CN1)OC(C)C.C1(C(CC)O1)S(=O)(=O)[O-].[Na+] sodium epoxybutanesulfonate tert-Butyl-3-(5-isopropoxy-7-(thiazol-2-yl)benzo[d]oxazol-2-yl)-3,8-diazabicyclo[3.2.1]octane-8-carboxylate